BrCC=1C=C(C=2N(C1)C(=CN2)Cl)C(=O)OC methyl 6-(bromomethyl)-3-chloroimidazo[1,2-a]pyridine-8-carboxylate